CC(CCCCCCC(=O)O)CCCCCCCC(=O)O 7-methyl-1,14-tetradecanedicarboxylic acid